C(C)N(C(C1=C(C=CC(=C1)F)C=1C=2N(C=C(C1)C1CN(C1)[C@H](C(C)C)CCCN(C)CCOC)C(=NC2F)C)=O)C(C)C N-ethyl-5-fluoro-2-(1-fluoro-6-{1-[(3S)-6-[(2-methoxyethyl)(methyl)amino]-2-methylhexane-3-yl]azetidin-3-yl}-3-methylimidazo[1,5-a]pyridin-8-yl)-N-(isopropyl)benzamide